C(=C\C1=CC=CC=C1)/C1=NSC(=N1)N (E)-3-styryl-1,2,4-thiadiazol-5-amine